(1r,4r)-4-(2-methylpyridin-4-yl)cyclohexan-1-ol CC1=NC=CC(=C1)C1CCC(CC1)O